(2Z)-but-2-ene-1,4-diyl di(2-methylpropionate) CC(C(=O)OC\C=C/COC(C(C)C)=O)C